O[C@@H]1CC[C@@]2(C3C[C@@H]([C@@]4(C(CCC4C3CCC2C1)[C@@H](CCC(=O)OCC1=CC=CC=C1)C)C)O)C Benzyl (4R)-4-((3R,10S,12S,13R)-3,12-dihydroxy-10,13-dimethylhexadecahydro-1H-cyclopenta[a]phenanthren-17-yl)pentanoate